ClC1=C(C#N)C(=CC(=N1)C)C=1SC=CC1 2-chloro-6-methyl-4-(thien-2-yl)nicotinonitrile